CNC(C1=C(C=CC=C1)SC1=CC=C2C(=NNC2=C1)\C=C\C1=CC=NN1CCN1CCCC1)=O N-methyl-2-({3-[(E)-2-{1-[2-(pyrrolidin-1-yl)ethyl]-1H-pyrazole-5-yl}vinyl]-1H-indazol-6-yl}thio)benzamide